tert-butyl (1-(4-((4-(ethylsulfonyl)benzyl)carbamoyl)phenyl) pyrrolidin-3-yl)(4-(trifluoromethyl)phenyl)carbamate C(C)S(=O)(=O)C1=CC=C(CNC(=O)C2=CC=C(C=C2)N2CC(CC2)N(C(OC(C)(C)C)=O)C2=CC=C(C=C2)C(F)(F)F)C=C1